COC(COC1=CC=C(C=O)C=C1)OC 4-(2,2-dimethoxyethoxy)benzaldehyde